OCC=1C=CC(=C(NC2=NC=C(C(=N2)NCCCN2C(CCCC2)=O)C(F)(F)F)C1)OC 1-[3-[[2-[5-(Hydroxymethyl)-2-methoxy-anilino]-5-(trifluoromethyl)pyrimidin-4-yl]amino]propyl]piperidin-2-one